5-(3-chlorophenyl)-N-(2-methoxybenzyl)-7H-pyrrolo[2,3-d]pyrimidin-4-amine ClC=1C=C(C=CC1)C1=CNC=2N=CN=C(C21)NCC2=C(C=CC=C2)OC